ClC1=C(OCCSCC=2NC(NC2)=O)C=CC(=C1)Cl 4-[(2,4-Dichlorophenoxyethylthio)methyl]1,3-dihydro-imidazol-2-one